5-pentylresorcin C(CCCC)C=1C=C(C=C(O)C1)O